FC(CNC(=O)C1=CC(=CS1)C=1C=C2C(=NC1)NC(=C2)C2=CCCN(C2)C(=O)OC(C)(C)C)(F)F tert-butyl 5-(5-(5-((2,2,2-trifluoro-ethyl)carbamoyl)thiophen-3-yl)-1H-pyrrolo[2,3-b]pyridin-2-yl)-3,6-dihydropyridine-1(2H)-carboxylate